4-(4-Benzylpiperazin-1-yl)-1-methyl-2-oxo-1,2-dihydroquinoline-3-carbaldehyde C(C1=CC=CC=C1)N1CCN(CC1)C1=C(C(N(C2=CC=CC=C12)C)=O)C=O